6-ethylsulfonyl-7-[1-(2,2,3,3,3-pentafluoropropyl)pyrazolo[3,4-c]pyridin-5-yl]-2-(trifluoromethyl)quinoxaline C(C)S(=O)(=O)C=1C=C2N=CC(=NC2=CC1C=1C=C2C(=CN1)N(N=C2)CC(C(F)(F)F)(F)F)C(F)(F)F